ClC=1C(=C(C#N)C=C(C1)C(C)(C1=CC=C(C=C1)C=1C=C2C=NC(=NC2=CC1)SC)C)OCCOCCO 3-Chloro-2-[2-(2-hydroxyethoxy)ethoxy]-5-[1-methyl-1-[4-(2-methylsulfanylquinazolin-6-yl)phenyl]ethyl]benzonitrile